2,5-dimethyl-2,5-di(t-butyl)hexane CC(C)(CCC(C)(C(C)(C)C)C)C(C)(C)C